BrC1=CC=C(C=C1)C1(CCN(CC1)C1(CC=CC=C1)C)C(=O)O 4-(4-bromophenyl)-1-(1-methylphenyl)piperidine-4-carboxylic acid